C(C)C1=NN(C2=C1C(NCC1(CCOCC1)C2)=O)CC(COC(C2=CC(=CC=C2)C(=O)N2CCN(CC2)C(C)=O)=O)(C)C 3-(4-acetylpiperazine-1-carbonyl)benzoic acid [3-(3-ethyl-4-oxo-spiro[6,8-dihydro-5H-pyrazolo[4,3-c]azepin-7,4'-tetrahydropyran]-1-yl)-2,2-dimethyl-propyl] ester